F[C@]1(CN(CC[C@H]1O)C1=NC=CC(=N1)NC=1N=CC2=C(N=CC(=C2C1)[C@@H](C)C1COC1)N1[C@@H](CC1)C)C (3S,4R)-3-fluoro-3-methyl-1-(4-((8-((R)-2-methylazetidin-1-yl)-5-((S)-1-(oxetan-3-yl)ethyl)-2,7-naphthyridin-3-yl)amino)pyrimidin-2-yl)piperidin-4-ol